C(CCCCCCCCCCCCC)N1C(CCC1)=O 1-tetradecyl-2-pyrrolidinone